C(#N)C1=CC=C(COC2=CC=CC(=N2)C2=CC(=C(CC3=NC4=C(N3CCOC)C=C(C=C4)C(=O)OC(C)(C)C)C=C2F)F)C=C1 tert-butyl 2-(4-(6-((4-cyanobenzyl)oxy)pyridin-2-yl)-2,5-difluorobenzyl)-1-(2-methoxyethyl)-1H-benzo[d]imidazole-6-carboxylate